(2,4-dioxotetrahydropyrimidin-1(2H)-yl)-5-fluoroisoindoline-1,3-dione O=C1N(CCC(N1)=O)N1C(C2=CC=C(C=C2C1=O)F)=O